C12C(CC(CC1)CC2)CC2NC(N(C2=O)C2CC1(CC(C1)OC1=NC=CC=C1C(=O)N)C2)=O 2-{[(αr)-6-[4-({bicyclo[2.2.2]oct-2-yl}methyl)-2,5-dioxoimidazolidin-1-yl]spiro[3.3]heptan-2-yl]oxy}pyridine-3-carboxamide